((3-Cyclopropyl-5-(2-phenylacetamido)phenyl)-carbamoyl)(3-((5-(hydroxymethyl)pyridin-2-yl)methyl)-1,2,3-oxadiazol-3-ium-5-yl)amide C1(CC1)C=1C=C(C=C(C1)NC(CC1=CC=CC=C1)=O)NC(=O)[N-]C1=C[N+](=NO1)CC1=NC=C(C=C1)CO